[Cl-].CC([NH+](C)CCCCCCCCCCCCCCCCCCCCCC)C dimethyl-behenyl-dimethyl-ammonium chloride